2-(5-(benzyloxy)-1-methyl-1H-pyrazol-4-yl)-6-methylpyrimidin-4-amine C(C1=CC=CC=C1)OC1=C(C=NN1C)C1=NC(=CC(=N1)N)C